COC(CCC(C(=O)N)N1C(C2=CC=CC(=C2C1)O)=O)=O.BrC=1C=C(C=CC1NCC1=CC=C(C=C1)OC(F)(F)F)S(=O)(=O)N(C)CC1=CC=C(C=C1)OC 3-bromo-N-[(4-methoxyphenyl)methyl]-N-methyl-4-[[4-(trifluoromethoxy)phenyl]methylamino]benzenesulfonamide methyl-5-amino-4-(4-hydroxy-1-oxoisoindolin-2-yl)-5-oxopentanoate